2-Methyl-5-(5-phenyl-4-phenylamino-pyrrolo[2,3-d]pyrimidin-7-yl)-tetrahydro-furan-3,4-diol CC1OC(C(C1O)O)N1C=C(C2=C1N=CN=C2NC2=CC=CC=C2)C2=CC=CC=C2